FC(C=1C=CC2=C(N(C(C=3N2C=CN3)=O)C3=C(C=CC=C3)C)N1)F 7-(Difluoromethyl)-5-(o-Tolyl)Imidazolo[1,2-a]pyrido[2,3-e]pyrazine-4(5H)-on